3-(1-pyrrolidinyl)propyl(diethoxy)methylsilane N1(CCCC1)CCC[SiH2]C(OCC)OCC